2-(4-(6-(((1S,2R,3R,5R)-2-fluoro-1,5,9-trimethyl-9-azabicyclo[3.3.1]nonan-3-yl)oxy)pyridazin-3-yl)-3-hydroxyphenyl)-3-methylpyrimidin-4(3H)-one F[C@@H]1[C@@]2(CCC[C@](C[C@H]1OC1=CC=C(N=N1)C1=C(C=C(C=C1)C1=NC=CC(N1C)=O)O)(N2C)C)C